tert-butyl ((S)-2-((5-bromo-2-hydroxyphenyl)amino)-1-((1r,4S)-4-methylcyclohexyl)-2-oxoethyl)carbamate BrC=1C=CC(=C(C1)NC([C@H](C1CCC(CC1)C)NC(OC(C)(C)C)=O)=O)O